5'-oxo-5'H,7'H-spiro[cyclopropane-1,8'-pyrano[4,3-b]pyridine]-2'-carboxylic acid O=C1OCC2(C3=NC(=CC=C31)C(=O)O)CC2